BrC1=CN=C(S1)S(=O)(=O)COC1=C(C(=C(C(=C1F)F)OCC)F)F 5-bromo-2-(((4-ethoxy-2,3,5,6-tetrafluorophenoxy)methyl)sulfonyl)thiazole